6-methyl-N-(3-(4-(7-methyl-1H-indazol-5-yl)phenyl)propyl)nicotinamide CC1=NC=C(C(=O)NCCCC2=CC=C(C=C2)C=2C=C3C=NNC3=C(C2)C)C=C1